NC1CC(C(CC1)C(=O)O)C(=O)O 4-aminocyclohexane-1,2-dicarboxylic acid